2-(4-(Quinolin-8-ylamino)butyl)isoindoline-1,3-dione N1=CC=CC2=CC=CC(=C12)NCCCCN1C(C2=CC=CC=C2C1=O)=O